FC=1C=C(C=CC1OC)[C@@H]([C@H](C)OC([C@@H](NC(C1=NC=CC(=C1OC(CCOC)=O)OC)=O)C)=O)C(C)C (4-methoxy-3-((3-methoxypropionyl)oxy)picolinoyl)-L-alanine (2S,3S)-3-(3-fluoro-4-methoxyphenyl)-4-methylpent-2-yl ester